CC=1C(=NC=CN1)C(=O)OC Methyl 3-methylpyrazin-2-carboxylate